3-{4-[(2-{3-[(4-methane-sulfonylphenyl)-amino]prop-1-yn-1-yl}-1-(2,2,2-trifluoroethyl)-1H-indol-4-yl)amino]piperidin-1-yl}propanenitrile CS(=O)(=O)C1=CC=C(C=C1)NCC#CC=1N(C2=CC=CC(=C2C1)NC1CCN(CC1)CCC#N)CC(F)(F)F